3β-cholesterol acetate C(C)(=O)O[C@@H]1CC2=CC[C@H]3[C@@H]4CC[C@H]([C@@H](CCCC(C)C)C)[C@]4(CC[C@@H]3[C@]2(CC1)C)C